C(N)(=O)C1=CC=C(CNC(=O)C=2C(=NN(C2)CC2=CC(=C(C=C2)C2CCCCC2)C(F)(F)F)COC)C=C1 N-(4-carbamoylbenzyl)-1-(4-cyclohexyl-3-(trifluoromethyl)benzyl)-3-(methoxymethyl)-1H-pyrazole-4-carboxamide